8-acetyl-2-(3-azabicyclo[3.1.0]hexan-3-yl)-6-bromo-3-methylquinazolin-4-one C(C)(=O)C=1C=C(C=C2C(N(C(=NC12)N1CC2CC2C1)C)=O)Br